2,2'-(1,3-Propanediylbis(oxy))bis-1,3,2-dioxaborinane C(CCOB1OCCCO1)OB1OCCCO1